borazine carbon [C].N1BNBNB1